(tetrahydro-furan-3-yl)-methanol O1CC(CC1)CO